5-(imidazo[1,2-a]pyrimidin-6-yl)-4-methoxy-N-((4r,7r)-1-oxaspiro[3.5]nonan-7-yl)pyrrolo[2,1-f][1,2,4]triazin-2-amine N=1C=CN2C1N=CC(=C2)C=2C=CN1N=C(N=C(C12)OC)NC1CCC2(CCO2)CC1